NCCCNCCSP(O)(O)=O 2-(3-aminopropylamino)ethylsulfanylphosphonic acid